4-[(2R)-3-(3,4-dihydro-1H-isoquinolin-2-yl)-2-hydroxy-propyl]-6-fluoro-8-[(1-methyl-4-piperidyl)oxy]-2,3-dihydro-1,4-benzoxazepin-5-one C1N(CCC2=CC=CC=C12)C[C@H](CN1CCOC2=C(C1=O)C(=CC(=C2)OC2CCN(CC2)C)F)O